1,4-dimethyl-5-(3-(4,4,5,5-tetramethyl-1,3,2-dioxaborolan-2-yl)phenyl)-1H-pyrazole CN1N=CC(=C1C1=CC(=CC=C1)B1OC(C(O1)(C)C)(C)C)C